2-(difluoromethyl)-N-[(3R)-3-ethyl-1,1-dimethyl-indan-4-yl]-pyridine-3-carboxamide FC(C1=NC=CC=C1C(=O)NC1=C2[C@@H](CC(C2=CC=C1)(C)C)CC)F